N-(CYCLOPROPYLMETHYL)-5-(METHYLSULFONYL)-N-{1-[1-(PYRIMIDIN-2-YL)-1H-1,2,4-TRIAZOL-5-YL]ETHYL}BENZAMID C1(CC1)CN(C(C1=CC=CC(=C1)S(=O)(=O)C)=O)C(C)C1=NC=NN1C1=NC=CC=N1